tert-butyl N-[6-[5-[(1S)-1-[[6-chloro-8-(trifluoromethyl)quinazolin-4-yl]amino]ethyl]-1,2,4-triazol-1-yl]pyrimidin-4-yl]carbamate ClC=1C=C2C(=NC=NC2=C(C1)C(F)(F)F)N[C@@H](C)C1=NC=NN1C1=CC(=NC=N1)NC(OC(C)(C)C)=O